(2,5-difluoro-4-methylphenyl)boronic acid FC1=C(C=C(C(=C1)C)F)B(O)O